CN(C(CC#N)C=1NC=CC1)C 2-(1-dimethylamino-2-cyanoethyl)pyrrole